FC(C=1C=C(C=C(C1)C(F)(F)F)[C@@H]1C([C@H]1C(=O)NC=1C=CC(=C(C(=O)NC2=C(C(=C(C=C2)F)NC(C(F)F)=O)F)C1)Cl)(Cl)Cl)(F)F 5-[[[(1R,3R)-3-[3,5-bis(trifluoromethyl)phenyl]-2,2-dichlorocyclopropyl]carbonyl]amino]-2-chloro-N-[3-[(2,2-difluoroacetyl)amino]-2,4-difluorophenyl]benzamide